C(C)(C)(C)OC(=O)N1C(=CC2=CC(=CC=C12)O)C=1C(=NC(=CC1)N1C[C@H](CCC1)OC)F t-Butyl-2-{2-fluoro-6-[(3S)-3-methoxypiperidin-1-yl]pyridin-3-yl}-5-hydroxy-1H-indole-1-carboxylate